NC1=C(C=CC=C1)C1=C2CN(C(C2=CC=C1)=O)C(C=1NC2=CC=CC=C2C1)C1=C(C=CC(=C1)Cl)O 4-(Aminophenyl)-2-((5-chloro-2-hydroxyphenyl)(1H-indol-2-yl)methyl)isoindolin-1-on